(2-amino-3-(3-((6-(2,2-diphenylethoxy)pyridin-3-yl)methyl)isoxazol-5-yl)pyridin-1-ium-1-yl)methyl hydrogen phosphate P(=O)(OC[N+]1=C(C(=CC=C1)C1=CC(=NO1)CC=1C=NC(=CC1)OCC(C1=CC=CC=C1)C1=CC=CC=C1)N)(O)[O-]